2-(2-chloro-4-fluoro-phenoxy)-N-(3-methylsulfonyl-phenyl)-5-(trifluoromethyl)pyridine-3-carboxamide ClC1=C(OC2=NC=C(C=C2C(=O)NC2=CC(=CC=C2)S(=O)(=O)C)C(F)(F)F)C=CC(=C1)F